[N].N1=C(C=CC=C1)N.[Na] sodium pyridylamine nitrogen